iron oxide, calcium salt [Ca+2].[O-2].[Fe+2].[O-2]